C(C)(C)(C)OC(=O)N1C[C@@H]2COC3=C(C(N2CC1)=O)C(=CC(=C3F)Br)F (12aR)-9-bromo-7,10-difluoro-6-oxo-3,4,12,12a-tetrahydro-6H-pyrazino[2,1-c][1,4]benzooxazepine-2(1H)-carboxylic acid tert-butyl ester